C(C)N(C=1N=CC(=NC1C)C(=O)N)C 5-(ethyl-(methyl)amino)-6-methylpyrazine-2-carboxamide